N-[(6-{[(2-cyclopropylethyl)amino]methyl}imidazo[1,2-a]pyridin-2-yl)methyl]-4-oxo-4H-chromene-2-carboxamide C1(CC1)CCNCC=1C=CC=2N(C1)C=C(N2)CNC(=O)C=2OC1=CC=CC=C1C(C2)=O